N-(pivaloyloxy)benzofuran-7-carboxamide C(C(C)(C)C)(=O)ONC(=O)C1=CC=CC=2C=COC21